FC(C(=O)O)(F)F.NC=1C2=C(N=C(N1)C)N(C=C2)[C@H]2[C@@H]([C@]1(CC[C@H]([C@H]1C2)CC2=CC=C1C=C(C(=NC1=C2)N)F)O)O (1S,2R,3aR,4S,6aR)-2-(4-amino-2-methyl-7H-pyrrolo[2,3-d]pyrimidin-7-yl)-4-((2-amino-3-fluoroquinolin-7-yl)methyl)hexahydropentalene-1,6a(1H)-diol 2,2,2-trifluoroacetate